CC([C@H](N)C(=O)N1[C@@H](C[C@H](C1)O)C(=O)N[C@@H](CO)C1=CC=C(C=C1)C1=C(N=CS1)C)(C)C 3-methyl-L-valyl-(4R)-4-hydroxy-N-{(1R)-2-hydroxy-1-[4-(4-methyl-1,3-thiazol-5-yl)phenyl]ethyl}-L-prolinamide